CS(=O)(=O)[O-].CNC1=C(C=CC=C1)C1=C(C=CC=C1)[Pd+] (2'-methylamino-1,1'-biphenyl-2-yl)palladium (II) methanesulfonate